5,5-difluoro-1-methyl-3-((E)-4-((E)-4-(methylamino)styryl)styryl)-5H-dipyrrolo[1,2-c:2',1'-f][1,3,2]diazaborinin-4-ium-5-uide F[B-]1([N+]=2C(=CC=3N1C=CC3)C(=CC2\C=C\C2=CC=C(C=C2)\C=C\C2=CC=C(C=C2)NC)C)F